(S)-(4-fluorophenyl)(4-(3-(3-fluoropyridin-2-yloxy)pyrrolidin-1-yl)-3-(hydroxymethyl)phenyl)methanone FC1=CC=C(C=C1)C(=O)C1=CC(=C(C=C1)N1C[C@H](CC1)OC1=NC=CC=C1F)CO